tert-butyl 4-[(4-nitrophenoxycarbonyl) oxy]piperidine-1-carboxylate [N+](=O)([O-])C1=CC=C(OC(=O)OC2CCN(CC2)C(=O)OC(C)(C)C)C=C1